ClC1=C2CCN=CC2=C(C(=C1O)O)Cl 5,8-Dichloro-6,7-dihydroxy-3,4-dihydroisoquinolin